COC(CCC(C)(C)O)=O 4-hydroxy-4-methylpentanoic acid methyl ester